4,4'-biphenyl-disulfuric anhydride S1(=O)(=O)OS(=O)(=O)O1.C1=CC=C(C=C1)C1=CC=CC=C1